C(#N)CCCCCC(C(=O)O)C1=CC(=CC=C1)CCC(=O)OC 7-cyano-2-(3-(3-methoxy-3-oxopropyl)phenyl)heptanoic acid